3,3'-bis[(6-azidohexyl)oxy]-4,4'-biphenyldicarbaldehyde N(=[N+]=[N-])CCCCCCOC=1C=C(C=CC1C=O)C1=CC(=C(C=C1)C=O)OCCCCCCN=[N+]=[N-]